(E)-3-[2-(7-chloro-2-quinolinyl)vinyl]benzaldehyde ClC1=CC=C2C=CC(=NC2=C1)/C=C/C=1C=C(C=O)C=CC1